FC(N1C=NC=2C1=NC=C(C2)O)F 3-(difluoromethyl)-3H-imidazo[4,5-b]pyridin-6-ol